6-(4-Fluorophenyl)-8-methoxy-N-(1-(6-methylpyridin-3-yl)ethyl)quinazolin-4-amine FC1=CC=C(C=C1)C=1C=C2C(=NC=NC2=C(C1)OC)NC(C)C=1C=NC(=CC1)C